5-(3-(2-morpholinoethyl)ureido)-1,2,3-thiadiazole-4-carboxylic acid O1CCN(CC1)CCNC(NC1=C(N=NS1)C(=O)O)=O